C(C)(C)(C)OC(=O)N1[C@H]2[C@H]([C@@H](C1)C2)NC2=C(C(=NC1=C(C(=C(C=C21)CCC#N)Br)F)OC)I (1R,4R,5S)-5-((7-bromo-6-(2-cyanoethyl)-8-fluoro-3-iodo-2-methoxyquinolin-4-yl)amino)-2-azabicyclo[2.1.1]hexane-2-carboxylic acid tert-butyl ester